5-isopropyl-3-(trifluoromethyl)-1H-pyrazole-4-carboxylic acid ethyl ester C(C)OC(=O)C=1C(=NNC1C(C)C)C(F)(F)F